cycloheptatriene tetra(2,3,5,6-tetrafluorophenyl)borate FC1=C(C(=C(C=C1F)F)F)[B-](C1=C(C(=CC(=C1F)F)F)F)(C1=C(C(=CC(=C1F)F)F)F)C1=C(C(=CC(=C1F)F)F)F.C1=CC=CC=CC1